(1E,2Z)-3-fluoro-N-methyl-4-(naphthalen-1-yl)but-2-en-1-imine oxide F\C(=C/C=[N+](\C)/[O-])\CC1=CC=CC2=CC=CC=C12